SC(SC)=C(C(=O)OC)C(=O)OC Dimethyl 2-(Mercapto(methylthio)methylene)malonate